C1(=CC=CC=C1)C1=C(C(=CC(=C1)C1=CC=CC=C1)OCCCCCCCC)C1=NN=NC=C1 2,4-diphenyl-6-octyloxyphenyl-triazine